NC=1C(=NC(=CN1)C1=NC(=NC=C1C(F)(F)F)C=1CCOCC1)C(=O)NC1=NC=CC=C1N1CCC(CC1)(C)N 3-amino-N-(3-(4-amino-4-methylpiperidin-1-yl)pyridin-2-yl)-6-(2-(3,6-dihydro-2H-pyran-4-yl)-5-(trifluoromethyl)pyrimidin-4-yl)pyrazine-2-carboxamide